CC(C#CC(SC)=O)(C)N(CCOCC1=CC2=CC=CC=C2C=C1)C S-methyl 4-methyl-4-[methyl-[2-(2-naphthylmethoxy)ethyl]amino]pent-2-ynethioate